(S)-N-(3-chloro-2-fluorophenyl)-6-(piperidin-3-yl)pyrido[3,4-d]pyrimidin-4-amine ClC=1C(=C(C=CC1)NC=1C2=C(N=CN1)C=NC(=C2)[C@@H]2CNCCC2)F